C(C)C1(CC=C(C(=O)[O-])C=C1)C1(COCC1)NC(=O)C=1N(C2=CC(=C(C(=C2C1)Cl)Cl)OCC1CN(C(O1)=O)C)C 4-(±)-Ethyl-4-[3-[[4,5-dichloro-1-methyl-6-[(3-methyl-2-oxo-oxazolidin-5-yl) methoxy]indole-2-carbonyl]amino]tetrahydrofuran-3-yl]benzoate